methyl 3-(N,N-bis(4-methoxybenzyl) sulfamoyl)-5-bromobenzoate COC1=CC=C(CN(S(=O)(=O)C=2C=C(C(=O)OC)C=C(C2)Br)CC2=CC=C(C=C2)OC)C=C1